ClC1=CC=2N(C=C1)C(=CN2)S(=O)(=O)NC=2C(=NC(=C(C2)F)CC(F)F)OC 7-chloro-N-[6-(2,2-difluoroethyl)-5-fluoro-2-methoxy-3-pyridinyl]imidazo[1,2-a]pyridine-3-sulfonamide